ClC=1C=[N+](C=C(C1C[C@@H](C1=CC(=C(C=C1)OC(F)F)OCC1CC1)OC(C1=CC(=C(C=C1)OCC1CC1)C=O)=O)Cl)[O-] (S)-3,5-dichloro-4-(2-(4-(cyclopropylmethoxy)-3-formylbenzoyloxy)-2-(3-(cyclopropylmethoxy)-4-(difluoromethoxy)phenyl)ethyl)pyridine 1-oxide